n-hexyl α-methallyloxymethylacrylate C(C(C)=C)OCC(C(=O)OCCCCCC)=C